Tert-butyl N-[4-[4-[[3-[5-(hydroxymethyl)-3-pyridyl]-1-methyl-pyrazol-4-yl]carbamoyl] oxazol-2-yl]-2-pyridyl]-N-(2,2,2-trifluoroethyl)carbamate OCC=1C=C(C=NC1)C1=NN(C=C1NC(=O)C=1N=C(OC1)C1=CC(=NC=C1)N(C(OC(C)(C)C)=O)CC(F)(F)F)C